(1R,3S,5R)-2-(2-(3-acetyl-5-(2-methylpyrimidin-5-yl)-1H-indazol-1-yl)acetyl)-5-methyl-N-(6-(trifluoromethyl)pyrazin-2-yl)-2-azabicyclo[3.1.0]hexane-3-carboxamide C(C)(=O)C1=NN(C2=CC=C(C=C12)C=1C=NC(=NC1)C)CC(=O)N1[C@@H]2C[C@@]2(C[C@H]1C(=O)NC1=NC(=CN=C1)C(F)(F)F)C